[Cl-].C(CCCCCCCCCCCCCCCCC)[N+]([Si](C)(C)C)([SiH](C)C)[SiH3] octadecyl-dimethyl-trimethyl-trisilylammonium chloride